ethyl 1-[1-(5-chloro-2-hydroxyphenyl)piperidin-3-yl]-5-(difluoromethyl)-1H-pyrazole-4-carboxylate ClC=1C=CC(=C(C1)N1CC(CCC1)N1N=CC(=C1C(F)F)C(=O)OCC)O